C(CCCCCCCCCCCCCCCCCCCCCCC)(=O)N[C@H](CO)[C@H](O)C(CCCCCCCCCCCCCCCC)O N-(tetracosanoyl)-4R-hydroxy-eicosasphinganine